C1(C(C(C)C(=O)O)(O1)C(=O)O)(C(=O)O)C(=O)O epoxybutanetetracarboxylic acid